2-(2-Methylsulfanyl-pyrimidin-4-yl)-1-(tetrahydro-pyran-4-yl)-ethanone CSC1=NC=CC(=N1)CC(=O)C1CCOCC1